1-(5-{[(5-chlorothiophen-2-yl)methyl]amino}-3-[1-(morpholine-4-carbonyl)pyrrolidin-2-yl]-1H-pyrazol-1-yl)-2,2-dimethylpropan-1-one ClC1=CC=C(S1)CNC1=CC(=NN1C(C(C)(C)C)=O)C1N(CCC1)C(=O)N1CCOCC1